NCCC=1C=CC(=NC1)C1=C(C=C(C#N)C=C1)OC1=CC(=NC(=C1)C1=NC=CC=C1)C 4-[5-(2-aminoethyl)pyridin-2-yl]-3-(2-methyl-6-pyridin-2-ylpyridin-4-yl)oxybenzonitrile